3-((4-(((5-cyclopropyl-3-(3,5-dichloropyridin-4-yl)isoxazol-4-yl)methoxy)methyl)bicyclo[2.2.2]octan-1-yl)methoxy)-5-(trifluoromethyl)benzoic acid C1(CC1)C1=C(C(=NO1)C1=C(C=NC=C1Cl)Cl)COCC12CCC(CC1)(CC2)COC=2C=C(C(=O)O)C=C(C2)C(F)(F)F